C(=O)(OC(C)(C)C)ON=C(C#N)C1=CC=CC=C1 2-(Boc-oxyimino)-2-phenylacetonitrile